1-[bis(dimethylamino)methyl]-1H-1,2,3-triazolo[4,5-b]pyridinium 3-oxid hexafluorophosphate F[P-](F)(F)(F)(F)F.CN(C)C([NH+]1N=[N+](C2=NC=CC=C21)[O-])N(C)C